tert-Butyl ((S)-(7-((S)-1-((3-amino-2,2-difluoropropyl)amino)-2-methoxyethyl)imidazo[1,2-b]pyridazin-2-yl)(4,4-difluorocyclohexyl)methyl)carbamate NCC(CN[C@H](COC)C1=CC=2N(N=C1)C=C(N2)[C@H](C2CCC(CC2)(F)F)NC(OC(C)(C)C)=O)(F)F